(2-((4-nitrophenoxy)methyl)phenyl)methanol [N+](=O)([O-])C1=CC=C(OCC2=C(C=CC=C2)CO)C=C1